ClC1=CC=C(C(=N1)C(=O)NS(=O)(=O)C)N[C@H](C)C=1C=C(C=C2C(N(C(=NC12)N1CC(CC1)C1=NC=C(C=C1)F)C)=O)C 6-chloro-3-(((1R)-1-(2-(3-(5-fluoropyridin-2-yl)pyrrolidin-1-yl)-3,6-dimethyl-4-oxo-3,4-dihydroquinazolin-8-yl)ethyl)amino)-N-(methylsulfonyl)picolinamide